{[1-Cyano-5-(4-fluoro-phenoxy)-4-hydroxy-isoquinoline-3-carbonyl]-amino}-acetic acid C(#N)C1=NC(=C(C2=C(C=CC=C12)OC1=CC=C(C=C1)F)O)C(=O)NCC(=O)O